hexa(phenylamino)cyclotriphosphazene C1(=CC=CC=C1)NP1(=NP(=NP(=N1)(NC1=CC=CC=C1)NC1=CC=CC=C1)(NC1=CC=CC=C1)NC1=CC=CC=C1)NC1=CC=CC=C1